BrC1=C(C=NN(C1=O)C)N[C@@H]1C[C@@H](CN(C1)C)C1=CC=C(C(=O)OCC2CCN(CC2)C2=C3C(N(C(C3=CC=C2)=O)C2C(NC(CC2)=O)=O)=O)C=C1 [1-[2-(2,6-dioxo-3-piperidyl)-1,3-dioxo-isoindolin-4-yl]-4-piperidyl]methyl 4-[(3R,5R)-5-[(5-bromo-1-methyl-6-oxo-pyridazin-4-yl)amino]-1-methyl-3-piperidyl]benzoate